C1(=CC=CC=C1)[S+](C=1C=CSC1)C1=CC=CC=C1 diphenyl-(4-thiophenyl)sulfonium